4-((4-methyl-2-oxo-2H-chromene-7-yl)oxy)butanoic acid CC1=CC(OC2=CC(=CC=C12)OCCCC(=O)O)=O